CC1=CC=C(C=C1)S(=O)(=O)OC[C@H]1OC[C@@H](CC1)NS(NCCC)(=O)=O ((2S,5R)-5-((N-propylsulfamoyl)amino)tetrahydro-2H-pyran-2-yl)methyl 4-methylbenzenesulfonate